6-bromo-7-methoxy-isochroman-4-one BrC=1C=C2C(COCC2=CC1OC)=O